C(=O)C1CCC(CC1)N1N=C2C=C(C(=CC2=C1)NC(=O)N1C=CC=2C1=NC=CC2)OC N-[2-(4-formylcyclohexyl)-6-methoxy-indazol-5-yl]pyrrolo[2,3-b]pyridine-1-carboxamide